FC(OC1=CC=C(C=C1)C1=CN=C2N1C=CN=C2NC2=CC(=C(C(=O)N1CCN(CC1)C(=O)NCCN(C)C)C=C2)C)F 4-[4-[[3-[4-(difluoromethoxy)phenyl]imidazo[1,2-a]pyrazin-8-yl]amino]-2-methyl-benzoyl]-N-[2-(dimethylamino)ethyl]piperazine-1-carboxamide